ClC1=CC=C(O1)C1C(=NN(C1(C(=O)NC1COC1)C)C1=C(C=C(C=C1)F)F)C1=C(C=C(C=C1)F)F 4-(5-chlorofuran-2-yl)-1,3-bis(2,4-difluorophenyl)-5-methyl-N-(oxetan-3-yl)-4,5-dihydro-1H-pyrazole-5-carboxamide